tert-butyl (S)-2-((4-amino-7-(1H-pyrazol-3-yl)-1H-imidazo[4,5-c]quinolin-2-yl)methyl)pyrrolidine-1-carboxylate NC1=NC=2C=C(C=CC2C2=C1N=C(N2)C[C@H]2N(CCC2)C(=O)OC(C)(C)C)C2=NNC=C2